1-(5-bromo-2-fluorobenzyl)-3-(4-(piperidin-1-ylsulfonyl)phenyl)urea BrC=1C=CC(=C(CNC(=O)NC2=CC=C(C=C2)S(=O)(=O)N2CCCCC2)C1)F